2-Methylhexan-2-ol sodium salt [Na].CC(C)(CCCC)O